8-methoxy-N-propyl-7-[3-(pyrrolidin-1-yl)propoxy]-1H,2H,3H-cyclopenta[c]quinolin-4-amine trifluoroacetate FC(C(=O)O)(F)F.COC1=CC=2C3=C(C(=NC2C=C1OCCCN1CCCC1)NCCC)CCC3